C(C)C(CN1C(C2=C(N(C(C2=C1C1=CC=C(S1)C=1SC(=CC1)C=1SC(=CC1)CCCCCC)=O)CC(CCCC)CC)C1=CC=C(S1)C=1SC(=CC1)C=1SC(=CC1)CCCCCC)=O)CCCC 2,5-di-(2-ethylhexyl)-3,6-bis-(5''-n-hexyl-[2,2':5',2'']terthiophen-5-yl)-pyrrolo[3,4-c]pyrrole-1,4-dione